2-(4,7,10-tris(2-(tert-butoxy)-2-oxoethyl)-1,4,7,10-tetraazacyclododec-1-yl)acetic acid C(C)(C)(C)OC(CN1CCN(CCN(CCN(CC1)CC(OC(C)(C)C)=O)CC(OC(C)(C)C)=O)CC(=O)O)=O